ClC=1C(=C(C(=C(C1)C(C)=O)OCC)[N+](=O)[O-])C 1-(5-chloro-2-ethoxy-4-methyl-3-nitrophenyl)ethan-1-one